chloroformic acid Methyl ester COC(=O)Cl